3-(methoxy(methyl)carbamoyl)-4-isobutylpiperidine-1-carboxylic acid tert-butyl ester C(C)(C)(C)OC(=O)N1CC(C(CC1)CC(C)C)C(N(C)OC)=O